N'-(3-chloro-2-piperazin-1-yl-6-quinolinyl)butane-1,4-diamine dihydrochloride Cl.Cl.ClC=1C(=NC2=CC=C(C=C2C1)NCCCCN)N1CCNCC1